(S)-4-((2-oxa-6-azaspiro[3.3]heptan-6-yl)methyl)-3-chloro-N-(3-(1-((2-ethyl-2H-pyrazolo[3,4-b]pyrazin-6-yl)amino)ethyl)phenyl)benzamide C1OCC12CN(C2)CC2=C(C=C(C(=O)NC1=CC(=CC=C1)[C@H](C)NC=1C=NC=3C(N1)=NN(C3)CC)C=C2)Cl